5-amino-N-{2-[3-(1,1-difluoro-2-methoxyethyl)-4-(methylamino)pyrrolidin-1-yl]-5,6,7,8-tetrahydroquinolin-6-yl}-2,4-dimethylthieno[2,3-d]pyrimidine-6-carboxamide NC1=C(SC=2N=C(N=C(C21)C)C)C(=O)NC2CC=1C=CC(=NC1CC2)N2CC(C(C2)NC)C(COC)(F)F